C(C)(C)(C)OC(=O)N1CCC2(CC(C2)O)CC1.C(C)(C)(C)[Si](OC)(OC)CCCCC tert-butylpentyldimethoxysilane tert-Butyl-2-Hydroxy-7-azaspiro[3.5]nonane-7-carboxylate